C(N)(=O)C1=CC(=NC2=C(C=C(C=C12)Cl)C(C)NC1=C(C(=O)O)C=CC=C1)N1CCOCC1 2-[1-(4-carbamoyl-6-chloro-2-morpholino-8-quinolyl)ethylamino]benzoic acid